N1=CC=NC=C2C1=C1C(C=C2)=NC=C1 pyrrolo[1,4]-benzodiazepine